4-(2-phenylaminopyrimidin-4-yl)-6-(3-pyridinyl)-1H-pyridin-2-one C1(=CC=CC=C1)NC1=NC=CC(=N1)C1=CC(NC(=C1)C=1C=NC=CC1)=O